CC1=C(C=CC=C1N1CCC(CC1)NC1CCC(CC1)CC#N)C1=CC=CC=C1 2-(4-(1-(2-methylbiphenyl-3-yl)piperidin-4-ylamino)cyclohexyl)acetonitrile